O=C1NC(CCC1N1C(C2=CC=C(C=C2C1=O)N1CC(C1)C=O)=O)=O 1-[2-(2,6-Dioxo-3-piperidyl)-1,3-dioxo-isoindolin-5-yl]azetidine-3-carbaldehyde